C(C)C1C(CCCC1C)=O 2-ethyl-3-methylcyclohexan-1-one